1-Benzyl-N-[4-(3-phenyl-1,2,4-oxadiazol-5-yl)phenyl]-5-oxopyrrolidine-3-carboxamide C(C1=CC=CC=C1)N1CC(CC1=O)C(=O)NC1=CC=C(C=C1)C1=NC(=NO1)C1=CC=CC=C1